trans-4-(((trans-4-(3-Cyano-4-methoxy-phenyl)cyclohexyl)-methyl)(4-(1-iso-propyl-1H-pyrazol-4-yl)pyridin-2-yl)carbamoyl)cyclohexyl 3-hydroxyazetidine-1-carboxylate OC1CN(C1)C(=O)O[C@@H]1CC[C@H](CC1)C(N(C1=NC=CC(=C1)C=1C=NN(C1)C(C)C)C[C@@H]1CC[C@H](CC1)C1=CC(=C(C=C1)OC)C#N)=O